FC1=C(C=C2C=CN(C(C2=C1F)=O)CCC[C@@H](NC=1C=NNC(C1C(F)(F)F)=O)C=1OC(=NN1)C)C1=NC=C(C=N1)C(F)(F)F 7,8-difluoro-2-[(4R)-4-(5-methyl-1,3,4-oxadiazol-2-yl)-4-[[6-oxo-5-(trifluoromethyl)-1H-pyridazin-4-yl]amino]butyl]-6-[5-(trifluoromethyl)pyrimidin-2-yl]isoquinolin-1-one